C[SiH](O[SiH3])C (dimethyl-siloxy)silane